OC(C(=O)O)C.C(C(O)C)(=O)OCCCCC amyl lactate (alpha-hydroxypropionate)